FC=1C=C(C=CC1F)NC(C1=CC(=C(C=C1)F)S(NC1=CC=C(C=C1)B1OC(C(O1)(C)C)(C)C)(=O)=O)=O N-(3,4-difluorophenyl)-4-fluoro-3-(N-(4-(4,4,5,5-tetramethyl-1,3,2-dioxaborolan-2-yl)phenyl)sulfamoyl)benzamide